C(CCCC)[NH+]1CCCC1 N-pentyl-pyrrolidinium